C(#N)C=1N=CC(=NC1)NC1=NNC(=C1)C1=C(C=C(C=C1)CO[C@H]1CN(CC1)C(=O)OC(C)(C)C)OC tert-butyl (3R)-3-[[4-[3-[(5-cyanopyrazin-2-yl)amino]-1H-pyrazol-5-yl]-3-methoxy-phenyl]methoxy]pyrrolidine-1-carboxylate